6,7-dimethoxy-N-{1-[5-(3-methoxyphenyl)thiophen-2-yl]ethyl}-2-methylquinazolin-4-amine COC=1C=C2C(=NC(=NC2=CC1OC)C)NC(C)C=1SC(=CC1)C1=CC(=CC=C1)OC